(1S,2R)-1-(2-cyanophenyl)-1-(1-(3-methoxypropyl)-1H-pyrazol-4-yl)propan C(#N)C1=C(C=CC=C1)[C@H](CC)C=1C=NN(C1)CCCOC